tris(methoxymethylphenyl)sulfonium COCC1=C(C=CC=C1)[S+](C1=C(C=CC=C1)COC)C1=C(C=CC=C1)COC